FS(=O)(=O)OC1=CC=C(C=C1)N1C(CCCC1=O)=O (4-fluorosulfonyloxyphenyl)-2,6-dioxo-piperidine